(R)-tert-butyl (1-(6-acrylamido-3-(1-methylpiperidin-4-yl)isoquinolin-1-yl)pyrrolidin-3-yl)carbamate C(C=C)(=O)NC=1C=C2C=C(N=C(C2=CC1)N1C[C@@H](CC1)NC(OC(C)(C)C)=O)C1CCN(CC1)C